C1(CCC1)N1CCC(CC1)OC1=CC=C(C=C1)NC(=O)NCCN1CCSCC1 1-(4-((1-cyclobutylpiperidin-4-yl)oxy)phenyl)-3-(2-thiomorpholinoethyl)urea